FC1(CC1)C=1C=C2C(=NN(C(C2=CC1)=O)CC(=O)NC1=NC=C(C=N1)F)OC 2-[6-(1-fluorocyclopropyl)-4-methoxy-1-oxophthalazin-2-yl]-N-(5-fluoropyrimidin-2-yl)acetamide